O=C1O[C@H]([C@@H]2COC3=C(N21)C=CC(=C3)S(=O)(=O)N3CCNCC3)CNC(OCC3=CC=CC=C3)=O Benzyl N-[[cis-1-oxo-7-piperazin-1-ylsulfonyl-3a,4-dihydro-3H-oxazolo[4,3-c][1,4]benzoxazin-3-yl]methyl]carbamate